COC1=C(C=C(C(=C1)C)OC)C=1CN(CCC1)C(=O)OC(C)(C)C tert-butyl 3-(2,5-dimethoxy-4-methylphenyl)-5,6-dihydro-2H-pyridine-1-carboxylate